Ethyl 2-(6-ethoxypyridin-3-yl)pyrazolo[1,5-a]pyrimidine-3-carboxylate C(C)OC1=CC=C(C=N1)C1=NN2C(N=CC=C2)=C1C(=O)OCC